CN1C2COCC1CN(C2)C=2C=CC1=C(N=C(O1)C1=C3C=C(N=CC3=C(N=C1)NC)NC(=O)C1CC1)C2 N-(5-(5-(9-methyl-3-oxa-7,9-diazabicyclo[3.3.1]nonan-7-yl)benzo[d]oxazol-2-yl)-8-(methylamino)-2,7-naphthyridin-3-yl)cyclopropanecarboxamide